N-((1r,4r)-4-(3,3-difluoropyrrolidin-1-yl)cyclohexyl)-1-(1H-imidazol-1-yl)imidazo[1,5-a]pyridine-3-carboxamide FC1(CN(CC1)C1CCC(CC1)NC(=O)C1=NC(=C2N1C=CC=C2)N2C=NC=C2)F